COC=1C=C(C=CC1NC1=NC(=NC=C1C(F)(F)F)NC1=CC(=CC=C1)[N+](=O)[O-])N1CCN(CC1)C(C)=O 1-(4-(3-methoxy-4-((2-((3-nitrophenyl)amino)-5-(trifluoromethyl)pyrimidin-4-yl)amino)phenyl)piperazin-1-yl)ethanone